FC1=C(C=CC(=N1)C(=O)NC)N1CCN(CC1)CC=1C=C2C=3N([C@@H](C(NC3C1F)=O)C)C(=C2)C (R)-6-fluoro-5-(4-((9-fluoro-3,5-dimethyl-2-oxo-2,3-dihydro-1H-pyrrolo[1,2,3-de]quinoxalin-8-yl)methyl)piperazin-1-yl)-N-methylpyridinecarboxamide